[O-2].[Zn+2].[In+3].[Zn+2] Zinc-indium-Zinc-oxide